FC=1C=C(C=CC1OC1=C2C(=NC=C1)NN=C2NCC(CO)(C)C)NC(=O)C=2C(N(N=CC2)C2=CC=C(C=C2)F)=O N-(3-fluoro-4-((3-((3-hydroxy-2,2-dimethylpropyl)amino)-1H-pyrazolo[3,4-b]pyridin-4-yl)oxy)phenyl)-2-(4-fluorophenyl)-3-oxo-2,3-dihydropyridazine-4-carboxamide